tert-butyl (2S,4R)-4-(2,3-dichloro-6-hydroxyphenyl)-2-[[(3-methoxy-3-oxopropyl)amino]methyl]pyrrolidine-1-carboxylate ClC1=C(C(=CC=C1Cl)O)[C@H]1C[C@H](N(C1)C(=O)OC(C)(C)C)CNCCC(=O)OC